6-(benzyloxy)-7-(1,1-dioxo-4-oxo-1,2,5-thiadiazolidin-2-yl)-8-fluoro-N-(2-hydroxy-2-methylpropyl)-2-naphthamide C(C1=CC=CC=C1)OC=1C=C2C=CC(=CC2=C(C1N1S(NC(C1)=O)(=O)=O)F)C(=O)NCC(C)(C)O